COC(=O)C=1C=NSC1S(=O)(=O)C 5-methylsulfonylisothiazole-4-carboxylic acid methyl ester